OC[C@H]1N(C\C(\C1)=N/OC)C(=O)C1=CC=C(C(=N1)OC)C=1C(=C(C#N)C=CC1)C 3-(6-[(2S,4Z)-2-(hydroxymethyl)-4-(methoxyimino)pyrrolidine-1-carbonyl]-2-methoxypyridin-3-yl)-2-methylbenzonitrile